CN(CCN1N=C(C=CC1=O)C(=O)N[C@H](C)C1=CC(=CC(=C1)C(F)(F)F)[N+](=O)[O-])C 1-[2-(dimethylamino)ethyl]-N-[(1R)-1-[3-nitro-5-(trifluoromethyl)phenyl]ethyl]-6-oxopyridazine-3-carboxamide